ClC1=C(C=C(C=C1)CC(=O)C1=C(C(=O)OC)C=C(C=C1[N+](=O)[O-])F)F methyl 2-[2-(4-chloro-3-fluorophenyl) acetyl]-5-fluoro-3-nitrobenzoate